OC1CCCC=2C(=C(C=NC12)C#N)C(F)(F)F 8-Hydroxy-4-(trifluoromethyl)-5,6,7,8-tetrahydroquinoline-3-carbonitrile